BrC(C(=O)OC)C1=C(C=CC(=C1)F)OC methyl 2-bromo-2-(5-fluoro-2-methoxyphenyl)acetate